FC[C@]1(OC(C[C@@H]1NC(=O)[C@@]1(CC(=NO1)C1=NC=CC2=CC=CC=C12)C(C)C)=O)O (R)-N-((2s,3s)-2-(fluoromethyl)-2-hydroxy-5-ketotetrahydrofuran-3-yl)-5-isopropyl-3-(isoquinolin-1-yl)-4,5-dihydroisoxazole-5-carboxamide